5-[[(3R,4R)-1-(4-chloro-2,6-difluorophenyl)-3,4-dihydroxypiperidin-4-yl]methoxy]-1H-quinoxalin-2-one ClC1=CC(=C(C(=C1)F)N1C[C@H]([C@](CC1)(O)COC1=C2N=CC(NC2=CC=C1)=O)O)F